FC1=C(C=CC(=C1F)B1OC(C(O1)(C)C)(C)C)N1CCC(CC1)C1=C(C=C(C=N1)C1C(NC(CC1)=O)=O)F 3-(6-(1-(2,3-Difluoro-4-(4,4,5,5-tetramethyl-1,3,2-dioxaborolan-2-yl)phenyl)piperidin-4-yl)-5-fluoropyridin-3-yl)piperidine-2,6-dione